2-(2,4-dimethylpiperidin-1-yl)aniline CC1N(CCC(C1)C)C1=C(N)C=CC=C1